tert-butyl (E)-(4-(4-((6-((2-(2,6-dioxopiperidin-3-yl)-1,3-dioxoisoindolin-4-yl)amino)hexyl)amino)-4-oxobut-2-enamido)phenyl)carbamate O=C1NC(CCC1N1C(C2=CC=CC(=C2C1=O)NCCCCCCNC(/C=C/C(=O)NC1=CC=C(C=C1)NC(OC(C)(C)C)=O)=O)=O)=O